(S)-1-(3-bromo-4-hydroxyphenyl)-2-hydroxy-1-propanone BrC=1C=C(C=CC1O)C([C@H](C)O)=O